C(C)NC(=O)C1=CC(=NC(=C1)C=1N=NN(C1)C1=CC(=C(C(=O)O)C=C1)Cl)C=1N=NN(C1)C1=CC(=C(C(=O)O)C=C1)Cl 4,4'-((4-(ETHYLCARBAMOYL)PYRIDINE-2,6-DIYL)BIS(1H-1,2,3-TRIAZOLE-4,1-DIYL))BIS(2-CHLOROBENZOIC ACID)